D-mandelonitrile C([C@H](O)C1=CC=CC=C1)#N